CO[Si](C(CC(C)SSSSC(C)CC(C)[Si](OC)(OC)OC)C)(OC)OC bis(2-trimethoxysilylpropyl-ethyl) tetrasulfide